1,3-bis(methoxymethyl)-4,5-dihydroxy-2-imidazolidinone COCN1C(N(C(C1O)O)COC)=O